5-bromo-2-chloro-4-methoxypyridine BrC=1C(=CC(=NC1)Cl)OC